P(=O)(F)(F)OC(COC#CCC)COC#CCC 1,3-bis(1-butynyloxy)-2-propanol difluorophosphate